(S)-2-Hydroxymethylpyrrolidine OC[C@H]1NCCC1